C1(CC1)OC1=C(C=CC(=N1)C1=CC=C(N=N1)N(C1C[C@H]2CC[C@@H](C1)N2)C)C=2C=NNC2 (1R,3R,5S)-N-{6-[6-cyclopropoxy-5-(1H-pyrazol-4-yl)pyridin-2-yl]pyridazin-3-yl}-N-methyl-8-azabicyclo[3.2.1]octan-3-amine